OC1=C(C=CC(=C1)OC)C(=O)C1=C(C=C(C=C1)OC)O bis(2-hydroxy-4-methoxyphenyl)methanone